8-((5-(((decane-2-yloxy)carbonyl)oxy)pentyl)(2-hydroxyethyl)amino)octanoic acid heptadec-9-yl ester CCCCCCCCC(CCCCCCCC)OC(CCCCCCCN(CCO)CCCCCOC(=O)OC(C)CCCCCCCC)=O